C(C)(=O)O[C@@H]1[C@H](OC([C@@H]1OC(C)=O)OC(C)=O)CC(=O)OC methyl 2-[(2R,3R,4R)-3,4,5-triacetoxy-tetrahydrofuran-2-yl]-acetate